2-Fluoro-N5-methyl-12-(quinolin-3-yl)-5,6-dihydropyrimido[5',4':4,5]pyrrolo[2,1-a]isoquinoline-5,11-diamine FC=1C=CC=2C(CN3C(C2C1)=C(C1=C3N=CN=C1N)C=1C=NC3=CC=CC=C3C1)NC